(8-fluoro-4-isopropyl-3-oxo-3,4-dihydroquinoxalin-6-yl)boronic acid FC=1C=C(C=C2N(C(C=NC12)=O)C(C)C)B(O)O